6,6'-dimethyl-2,3'-diaminobiphenyl Sodium (R)-5-(sec-butylamino)benzo[h]isoquinoline-8-carboxylate [C@@H](C)(CC)NC1=C2C=CN=CC2=C2C(=C1)C=C(C=C2)C(=O)[O-].[Na+].CC2=CC=CC(=C2C2=CC(=CC=C2C)N)N